2-Amino-6-(benzenesulfonyl)imidazo[4,5-d]pyrrolo[4,5-b]pyridin NC=1N=C2C(=C3C(N=C2)=C(C=N3)S(=O)(=O)C3=CC=CC=C3)N1